OC1=NC=C(C=N1)N1CCN(CC1)C(=O)OC(C)(C)C tert-butyl 4-(2-hydroxypyrimidin-5-yl)piperazine-1-carboxylate